N-[(5-chloro-6-{[(1,3-thiazol-4-yl)methyl]amino}-2-indolyl)methyl]1-methylcyclopropanecarboxamide ClC=1C=C2C=C(NC2=CC1NCC=1N=CSC1)CNC(=O)C1(CC1)C